N1,N3-bis(3-(9H-carbazol-9-yl-d8)phenyl)-2-bromo-5-(tert-butyl)-N1,N3-bis(3',5'-di-tert-butyl-[1,1'-biphenyl]-2-yl)benzene-1,3-diamine C1(=C(C(=C(C=2C3=C(C(=C(C(=C3N(C12)C=1C=C(C=CC1)N(C1=C(C(=CC(=C1)C(C)(C)C)N(C1=C(C=CC=C1)C1=CC(=CC(=C1)C(C)(C)C)C(C)(C)C)C1=CC(=CC=C1)N1C2=C(C(=C(C(=C2C=2C(=C(C(=C(C12)[2H])[2H])[2H])[2H])[2H])[2H])[2H])[2H])Br)C1=C(C=CC=C1)C1=CC(=CC(=C1)C(C)(C)C)C(C)(C)C)[2H])[2H])[2H])[2H])[2H])[2H])[2H])[2H]